p-oleoyl-hydroxyacetophenone C(CCCCCCC\C=C/CCCCCCCC)(=O)C1=CC=C(C=C1)C(CO)=O